7-(2-amino-7-fluorobenzo[d]thiazol-4-yl)-6-chloro-2-(3-(dimethylamino)azetidin-1-yl)-8-fluoro-4-(4-(2-fluoroacryloyl)piperazin-1-yl)quinoline-3-carbonitrile NC=1SC2=C(N1)C(=CC=C2F)C2=C(C=C1C(=C(C(=NC1=C2F)N2CC(C2)N(C)C)C#N)N2CCN(CC2)C(C(=C)F)=O)Cl